2-{4-[5-chloro-2-(1H-tetrazol-1-yl)phenyl]-5-methoxy-2-oxopyridin-1(2H)-yl}-N-(2-methyl-2H-indazol-5-yl)pentanamide ClC=1C=CC(=C(C1)C1=CC(N(C=C1OC)C(C(=O)NC1=CC2=CN(N=C2C=C1)C)CCC)=O)N1N=NN=C1